tert-butyl (E)-(2-(2-(2-(4-(4-aminostyryl)phenoxy)ethoxy)ethoxy)ethyl)carbamate NC1=CC=C(/C=C/C2=CC=C(OCCOCCOCCNC(OC(C)(C)C)=O)C=C2)C=C1